FC1=C(C=CC(=C1)[Si](C)(C)C)NC1=C(C2=C(S1)C(CCC2)=O)C(=O)OCC Ethyl 2-((2-fluoro-4-(trimethylsilyl) phenyl) amino)-7-oxo-4,5,6,7-tetrahydrobenzo[b]thiophene-3-carboxylate